C(C)(C)(C)OC(=O)NC1(CC2=CC(=CC=C2CC1)OC1=C(C=CC=C1)C1=CC(=C(C=C1)F)Cl)C(=O)OC methyl 2-((tert-butoxycarbonyl) amino)-7-((3'-chloro-4'-fluoro-[1,1'-biphenyl]-2-yl) oxy)-1,2,3,4-tetrahydronaphthalene-2-carboxylate